3-(azetidin-3-yloxy)propanenitrile hydrochloride Cl.N1CC(C1)OCCC#N